tertbutyl 3-[7-[[1-(2-hydroxyethyl)pyrazol-4-yl] amino]-1-methyl-2-oxo-4H-pyrimido[4,5-d]pyrimidin-3-yl]indoline-1-carboxylate OCCN1N=CC(=C1)NC1=NC=C2C(=N1)N(C(N(C2)C2CN(C1=CC=CC=C21)C(=O)OC(C)(C)C)=O)C